FC(CCS(=O)(=O)NC1=NC=C(C=C1)C1=CC2=C(N=C(N=C2)NC2CCC(CC2)N(C)CCF)N(C1=O)C(C)C)(F)F 3,3,3-trifluoro-N-(5-(2-(((1r,4r)-4-((2-fluoro-ethyl)(methyl)amino)-cyclohexyl)amino)-8-isopropyl-7-oxo-7,8-dihydropyrido[2,3-d]-pyrimidin-6-yl)pyridin-2-yl)propane-1-sulfonamide